1-[{(dimethylamino)methylene}amino]-1-oxopropan CN(C)C=NC(CC)=O